[5-[3-chloro-6-fluoro-2-[(E)-2-(3-methylbenzotriazol-5-yl)vinyl]phenyl]-1,3-dimethyl-6-oxo-pyridazin-4-yl] 2-methylpropanoate CC(C(=O)OC=1C(=NN(C(C1C1=C(C(=CC=C1F)Cl)\C=C\C1=CC2=C(N=NN2C)C=C1)=O)C)C)C